7-[4-(cyclopropylamino)-5-(5-{3,8-diazabicyclo[3.2.1]octan-3-yl}-1,3,4-thiadiazol-2-yl)pyridin-2-yl]pyrrolo[1,2-b]pyridazine C1(CC1)NC1=CC(=NC=C1C=1SC(=NN1)N1CC2CCC(C1)N2)C2=CC=C1N2N=CC=C1